(±)-N-(5-chloro-2-fluoro-4-(trifluoromethyl)phenyl)-3-(methylsulfonyl)-6,7,8,9-tetrahydro-5H-6,9-epiminocyclohepta[e][1,2,4]triazine-10-carboxamide ClC=1C(=CC(=C(C1)NC(=O)N1C2CCC1C1=C(N=C(N=N1)S(=O)(=O)C)C2)F)C(F)(F)F